(3R)-8-chloro-3-(4-chlorophenyl)-2,3-dihydro-[1,4]dioxino[2,3-b]pyridine ClC1=C2C(=NC=C1)O[C@@H](CO2)C2=CC=C(C=C2)Cl